2-(2-t-butoxycarbonyl-aminoethoxy)ethanol C(C)(C)(C)OC(=O)C(COCCO)N